ClC=1C=C2C=NC(=NC2=CC1N1CC2CCC(C1)C2(O)C)NC=2C=NN(C2Cl)CC(C)(C)O (8-syn)-3-(6-chloro-2-{[5-chloro-1-(2-hydroxy-2-methylpropyl)-1H-pyrazol-4-yl]amino}quinazolin-7-yl)-8-methyl-3-azabicyclo[3.2.1]octan-8-ol